C(C)(C)(C)C1=CC=C(C=C1)I(C1=CC=C(C=C1)C(C)(C)C)Cl di(4-t-butylphenyl)iodine chloride